OCC1CCN(CC1)CCN1C(=NC2=C3CC[C@@H](N(C3=CC=C21)C(=O)OC)C)CCN2N=CC=C2 methyl (7S)-3-{2-[4-(hydroxymethyl)piperidin-1-yl] ethyl}-7-methyl-2-[2-(1H-pyrazol-1-yl)ethyl]-3H,6H,7H,8H,9H-imidazo[4,5-f]quinoline-6-carboxylate